4-(benzyloxy)-2-{2-[(tert-butoxycarbonyl)amino]acetamido}-4-oxobutanoic acid C(C1=CC=CC=C1)OC(CC(C(=O)O)NC(CNC(=O)OC(C)(C)C)=O)=O